2-amino-N-(3-(5-chloro-2-(difluoromethoxy)phenyl)-1H-pyrazol-4-yl)thiazolo[5,4-c]pyridine-7-carboxamide NC=1SC=2C=NC=C(C2N1)C(=O)NC=1C(=NNC1)C1=C(C=CC(=C1)Cl)OC(F)F